ClC=1C(=NC(=NC1)NC=1C=NN(C1)C[C@@H](C)O)N1C[C@@]2(CNC[C@@]2(C1)C)C (R)-1-(4-((5-chloro-4-((3aR,6aS)-3a,6a-dimethylhexahydropyrrolo[3,4-c]pyrrol-2(1H)-yl)pyrimidin-2-yl)amino)-1H-pyrazol-1-yl)propan-2-ol